2-(2-Chloro-benzylidene)hydrazinecarboximidamide ClC1=C(C=NNC(N)=N)C=CC=C1